OB1OCC2=C1C(=C(C=C2)C(=O)N[C@@H](C(C)C)C(=O)OCC2=NC=C(C=C2)C(F)(F)F)C (5-(trifluoromethyl)pyridin-2-yl)methyl (1-hydroxy-7-methyl-1,3-dihydrobenzo[c][1,2]oxaborole-6-carbonyl)-L-valinate